6-fluoro-3-phenethyl-2-thioxo-2,3-dihydroquinazolin-4(1H)-one FC=1C=C2C(N(C(NC2=CC1)=S)CCC1=CC=CC=C1)=O